CC1=NN=C(O1)C1CNCCO1 2-(5-methyl-1,3,4-oxadiazol-2-yl)morpholine